4-chloro-1,1-biphenyl ClC1=CC=C(C=C1)C1=CC=CC=C1